C(#N)C=1C(=CC(=NC1)C1=C(C2=NC(=C(C=C2N1C)C1=CN=C(S1)C)C=O)C(=O)N)NCCOC (5-cyano-4-((2-methoxyethyl)amino)pyridin-2-yl)-5-formyl-6-(2-methylthiazol-5-yl)-1-methyl-1H-pyrrolo[3,2-b]pyridine-3-carboxamide